C(CCC)(=O)OCC1=CC=CC=C1 Phenylmethyl butyrate